C(C=C)(=O)NCC=1C(=CC(=NC1)C1=CC=C(C=C1)F)C1=NN(C=C1)CC1=CC(=NC=C1)C(=O)NC 4-((3-(5-(acrylamidomethyl)-2-(4-fluorophenyl)pyridin-4-yl)-1H-pyrazol-1-yl)methyl)-N-methylpicolinamide